ClC1=C(C(=O)NCC)C=CC(=C1F)F 2-chloro-N-ethyl-3,4-difluorobenzamide